N1=CC(=CC=C1)C#CC=1C=C(C(=O)N)C=CC1 3-[2-(3-pyridinyl)ethynyl]Benzamide